2,7-dinitro-9,10-phenanthrenequinone [N+](=O)([O-])C1=CC=2C(C(C3=CC(=CC=C3C2C=C1)[N+](=O)[O-])=O)=O